N1CC(CC1)C(CCN)N 1-(3-pyrrolidinyl)-1,3-propanediamine